tert-butyl N-[5-(5-fluoropyrimidin-4-yl)thiazol-2-yl]-N-[(4-methoxyphenyl)methyl]carbamate FC=1C(=NC=NC1)C1=CN=C(S1)N(C(OC(C)(C)C)=O)CC1=CC=C(C=C1)OC